(E)-N-methyl-4-(6-(N-(3-methyloxetan-3-yl)sulfamoyl)-2,4-dioxo-1,4-dihydroquinazolin-3(2H)-yl)but-2-enamide CNC(\C=C\CN1C(NC2=CC=C(C=C2C1=O)S(NC1(COC1)C)(=O)=O)=O)=O